dimethyldithiocarbamat CN(C([S-])=S)C